ClCC1=NN(C=2CN(CCC21)C(=O)OC(C)(C)C)C tert-butyl 3-chloromethyl-1-methyl-1,4,5,7-tetrahydro-6H-pyrazolo[3,4-c]pyridine-6-carboxylate